cobalt nickel zinc silver [Ag].[Zn].[Ni].[Co]